(1-(oxetan-3-yl)-6-oxo-1,6-dihydropyridin-3-yl)boronic acid O1CC(C1)N1C=C(C=CC1=O)B(O)O